N-arachidonoyl-maleimide C(CCC\C=C/C\C=C/C\C=C/C\C=C/CCCCC)(=O)N1C(C=CC1=O)=O